C(C1=CC(O)=C(O)C(O)=C1)(=O)OC[C@@H]1[C@H]([C@@H]([C@H]([C@@H](O1)OC1=CC(=C(C(/C=C/C2=CC=C(C=C2)OC)=O)C=C1)O)O)O)O 4'-(6-O-Galloyl-beta-D-glucopyranosyloxy)-2'-hydroxy-4-methoxychalcone